BrC1=CC=C(C=C1)[Si](C1=CC=CC=C1)(C1=CC=C(C=C1)Br)C1=CC=C(C=C1)Br tris(4-bromophenyl)(phenyl)silane